4,4-difluoro-1-((6-methoxy-1-methyl-2-(2-methyl-3'-(3-morpholinopropoxy)-[1,1'-biphenyl]-3-yl)-1H-benzo[d]imidazol-5-yl)methyl)piperidine-2-acetic acid FC1(CC(N(CC1)CC1=CC2=C(N(C(=N2)C=2C(=C(C=CC2)C2=CC(=CC=C2)OCCCN2CCOCC2)C)C)C=C1OC)CC(=O)O)F